O1C2=C(OCC1)C=C(C=C2)[C@@H]([C@@H](C=C)CSC2=CC=CC=C2)O (1R,2R)-1-(2,3-dihydrobenzo[b][1,4]dioxin-6-yl)-2-((phenylthio)methyl)but-3-en-1-ol